FC=1C=NN(C1)C1=CC=C(C=N1)CN1C=CN=CC=C1 6-((6-(4-fluoro-1H-pyrazol-1-yl)pyridin-3-yl)methyl)-3,6-diazepine